4,4,5,5-tetramethyl-(4,4,5,5-tetramethyl-1,3,2-dioxaborolan-2-yl)-1,3,2-dioxaborolane 4-(6-((4-acetylbenzyl)oxy)pyridin-2-yl)piperidine-1-carboxylate C(C)(=O)C1=CC=C(COC2=CC=CC(=N2)C2CCN(CC2)C(=O)O)C=C1.CC1(OB(OC1(C)C)B1OC(C(O1)(C)C)(C)C)C